N-Fmoc-phenyl-hydrazine 2-trimethylsilylethyl-4-hydroxybutanoate C[Si](CCOC(CCCO)=O)(C)C.C(=O)(OCC1C2=CC=CC=C2C2=CC=CC=C12)N(N)C1=CC=CC=C1